[(2R,3S,4R,5R)-5-[6-chloro-5-cyano-4-(cyclopentylamino)pyrazolo[3,4-b]pyridin-1-yl]-3,4-dihydroxy-tetrahydrofuran-2-yl]methoxymethylphosphonic acid ClC1=C(C(=C2C(=N1)N(N=C2)[C@H]2[C@@H]([C@@H]([C@H](O2)COCP(O)(O)=O)O)O)NC2CCCC2)C#N